Butyl (1-(6-bromo-3-chloroquinolin-4-yl)piperidin-4-yl)carbamate BrC=1C=C2C(=C(C=NC2=CC1)Cl)N1CCC(CC1)NC(OCCCC)=O